5-(8-Amino-6-(trifluoromethyl)imidazo[1,2-a]pyrazin-3-yl)-2-chloro-N-(4-(hydroxymethyl)bicyclo[2.1.1]hexan-1-yl)benzenesulfonamide trifluoroacetate salt FC(C(=O)O)(F)F.NC=1C=2N(C=C(N1)C(F)(F)F)C(=CN2)C=2C=CC(=C(C2)S(=O)(=O)NC21CCC(C2)(C1)CO)Cl